C(C)(C)N1N=NC2=C1C=CC(=C2)N 1-isopropyl-1H-benzo[d][1,2,3]triazol-5-amine